BrC=1C2=C(C(=NC1)N)C=NN2CC2=CC=C(C=C2)OC 7-bromo-1-(4-methoxybenzyl)-1H-pyrazolo[4,3-c]pyridin-4-amine